4-[4-bromo-7-(2,6-dimethyl-phenyl)-3-hydroxy-quinolin-2-yl]-4-oxo-butyric acid ethyl ester C(C)OC(CCC(=O)C1=NC2=CC(=CC=C2C(=C1O)Br)C1=C(C=CC=C1C)C)=O